FCC(CO)OC1=CC2=C(N=C(S2)\C=C\C=C\C=2C=NC(=CC2)N(C)C)C=C1 1-fluoro-2-(2-((1E,3E)-4-(6-(dimethylamino)pyridine-3-yl)buta-1,3-dienyl)benzo[d]thiazole-6-yloxy)-2-hydroxymethyl-ethane